2-((2R)-3-(3-oxa-8-azabicyclo[3.2.1]octan-8-yl)-2-methylpropoxy)-4-((1R,5S)-3,8-diazabicyclo[3.2.1]octan-3-yl)-6,8-difluoro-quinazolin C12COCC(CC1)N2C[C@H](COC2=NC1=C(C=C(C=C1C(=N2)N2C[C@H]1CC[C@@H](C2)N1)F)F)C